N-((6S,7S)-5-((S)-2-cyclopropyl-2-hydroxyacetyl)-6-((2,3',5,5'-tetrafluoro-[1,1'-biphenyl]-3-yl)methyl)-5-azaspiro[2.4]heptan-7-yl)-1,1-difluoromethanesulfonamide C1(CC1)[C@@H](C(=O)N1CC2(CC2)[C@@H]([C@@H]1CC=1C(=C(C=C(C1)F)C1=CC(=CC(=C1)F)F)F)NS(=O)(=O)C(F)F)O